C1(CC1)C=1N=CC=2C=C3C(=C(C2C1)S(=O)(=O)NCC(C)C)C[C@H](CC3)NC=3C=NC(=CC3)C=3OC(=NN3)C (7S)-3-cyclopropyl-7-[[6-(5-methyl-1,3,4-oxadiazol-2-yl)pyridin-3-yl]amino]-N-(2-methylpropyl)-6,7,8,9-tetrahydrobenzo[g]isoquinoline-5-sulfonamide